C(CCCCCCCCCCCCCCC(=O)OC1=CC=C2C3=C1O[C@@H]1[C@]34CCN([C@@H]([C@@]4(CCC1=O)O)C2)CC2CC2)(=O)OC2=CC=C1C4=C2O[C@@H]2[C@]43CCN([C@@H]([C@@]3(CCC2=O)O)C1)CC1CC1 bis((4R,4aS,7aR,12bS)-3-(cyclopropylmethyl)-4a-hydroxy-7-oxo-2,3,4,4a,5,6,7,7a-octahydro-1H-4,12-methanobenzofuro[3,2-e]isoquinolin-9-yl) hexadecanedioate